tert-butyl (1S,4R)-5-(1-(4-fluoro-2-(isopropyl(methyl) carbamoyl)phenyl)-1H-pyrrolo[2,3-c]pyridin-3-yl)-2-azabicyclo[2.2.2]octane-2-carboxylate FC1=CC(=C(C=C1)N1C=C(C=2C1=CN=CC2)C2[C@@H]1CN([C@H](C2)CC1)C(=O)OC(C)(C)C)C(N(C)C(C)C)=O